BrC(C(=O)NC1=NC=C(C=C1)CC1=CC=C(C=C1)F)C 2-bromo-N-(5-(4-fluorobenzyl)pyridin-2-yl)propanamide